ClC1=CC=C2C(=N1)N=C(N2)CN2C(N1C(C(=NC=C1)C1=C(C=C(C=C1)OC)Cl)=C2)=S 2-({5-chloro-1H-imidazo[4,5-b]pyridin-2-yl}methyl)-8-(2-chloro-4-methoxyphenyl)-2H,3H-imidazo[1,5-a]pyrazine-3-thione